C(CCCCCC=CCCCCCCCCCCC)(=O)O 7-nonadecaenoic acid